2-((1-(3,6-dimethyl-2-morpholino-4-oxo-3,4-dihydroquinazolin-8-yl)ethyl)amino)-3-fluorobenzoic acid CN1C(=NC2=C(C=C(C=C2C1=O)C)C(C)NC1=C(C(=O)O)C=CC=C1F)N1CCOCC1